N-(2-(2-methyl-1-oxo-2,8-diazaspiro[4.5]decan-8-yl)-5-(chloro)phenyl)-5-(tetrahydro-2H-pyran-4-yl)furan-2-carboxamide CN1C(C2(CC1)CCN(CC2)C2=C(C=C(C=C2)Cl)NC(=O)C=2OC(=CC2)C2CCOCC2)=O